NC=1OC2=C(N1)C=CC=C2 2-aminobenzo[d]oxazol